5-(5-cyano-6-(3-hydroxypyrrolidin-1-yl)pyridin-3-yl)-N-cyclopropyl-2-fluoro-4-methylbenzamide C(#N)C=1C=C(C=NC1N1CC(CC1)O)C=1C(=CC(=C(C(=O)NC2CC2)C1)F)C